[Si](C)(C)(C(C)(C)C)OC[C@@H](CC(C)C)NC1=NC(=NC2=C1N=C(S2)N)S[C@@H](C)C2=CC=CC=C2 N7-[(1R)-1-({[tert-Butyl(dimethyl)silyl]oxy}methyl)-3-methylbutyl]-5-{[(1S)-1-phenylethyl]sulfanyl}[1,3]thiazolo[4,5]pyrimidine-2,7-diamine